N-((5-(pyridin-3-ylmethoxy)-7-((2-bromo-[1,1'-biphenyl]-3-yl)methoxy)benzo[c][1,2,5]oxadiazol-4-yl)methyl)-L-serine N1=CC(=CC=C1)COC1=C(C=2C(=NON2)C(=C1)OCC=1C(=C(C=CC1)C1=CC=CC=C1)Br)CN[C@@H](CO)C(=O)O